1-Ethyl-3-(5-(2-fluoro-5-((7-methyl-4-oxo-3,4-dihydrophthalazin-1-yl)methyl)phenyl)-1H-benzimidazol-2-yl)urea C(C)NC(=O)NC1=NC2=C(N1)C=CC(=C2)C2=C(C=CC(=C2)CC2=NNC(C1=CC=C(C=C21)C)=O)F